ethyl 2-chloro-6-((4-fluoro-2-methylphenyl)-amino)benzoate ClC1=C(C(=O)OCC)C(=CC=C1)NC1=C(C=C(C=C1)F)C